2-(4-fluorobenzylthio)benzo[d]thiazole FC1=CC=C(CSC=2SC3=C(N2)C=CC=C3)C=C1